Benzyl (2R)-4-{2,7-dichloro-8-fluoropyrido[4,3-d]pyrimidin-4-yl}-2-methylpiperidine-1-carboxylate ClC=1N=C(C2=C(N1)C(=C(N=C2)Cl)F)C2C[C@H](N(CC2)C(=O)OCC2=CC=CC=C2)C